C(C)OC(=O)C1=CC(=NO1)CC1=CC=CC=C1 3-benzyl-isoxazole-5-carboxylic acid ethyl ester